(1-(2-chloro-5-((1-(1-methylpiperidin-4-yl)-1H-pyrazol-4-yl)ethynyl)pyridin-4-yl)-4-methylpiperidin-4-yl)methanol ClC1=NC=C(C(=C1)N1CCC(CC1)(C)CO)C#CC=1C=NN(C1)C1CCN(CC1)C